N-(3-dimethylaminopropyl)urea CN(CCCNC(=O)N)C